O1CCNCC2=C1C=CC=C2 tetrahydro-1,4-benzoxazepin